2-chloro-8-cyclopropyl-8-(trifluoromethyl)-7,8-dihydro-6H-pyrazolo[1,5-a]pyrrolo[2,3-e]pyrimidine ClC1=NN2C(N=CC3=C2C(CN3)(C(F)(F)F)C3CC3)=C1